1-(1-butoxyprop-1-en-2-yl)-3-(1-(2-propoxyethoxy)prop-1-en-2-yl)benzene C(CCC)OC=C(C)C1=CC(=CC=C1)C(=COCCOCCC)C